galactitol monochloride [Cl-].C([C@H](O)[C@@H](O)[C@@H](O)[C@H](O)CO)O